C(C)(=O)N[C@@H]1[C@H](C[C@@](O[C@H]1[C@@H]([C@@H](CNC(C1=CC(=CC=C1)OC1=CC=CC=C1)=O)O)O)(C(=O)O)OCC1=CC=CC=C1)O (2R,4S,5R,6R)-5-acetamido-2-(benzyloxy)-6-((1R,2R)-1,2-dihydroxy-3-(3-phenoxybenzamido)propyl)-4-hydroxytetrahydro-2H-pyran-2-carboxylic acid